bis(3-pentyloctyl) 9-(((2-(2-((tert-butoxycarbonyl)amino)thiazol-5-yl)ethoxy)carbonyl)oxy)heptadecanedioate C(C)(C)(C)OC(=O)NC=1SC(=CN1)CCOC(=O)OC(CCCCCCCC(=O)OCCC(CCCCC)CCCCC)CCCCCCCC(=O)OCCC(CCCCC)CCCCC